methyl-α-cyano-β,β-diphenylacrylate COC(C(=C(C1=CC=CC=C1)C1=CC=CC=C1)C#N)=O